NC1=C(C(=NC=N1)NC1CCC(CC1)NC(C=C)=O)C1=CC=C(C=C1)OC1=CC=CC=C1 N-((1r,4r)-4-((6-amino-5-(4-phenoxyphenyl)pyrimidin-4-yl)amino)cyclohexyl)acrylamide